C(#N)C1CN(C1)S(=O)(=O)N1C[C@@H]([C@H](CC1)C)C(=O)N1[C@H](CCC1)C(=O)NCC1=CC=C(C=C1)C(F)(F)F 1-(((3R,4S)-1-((3-cyano-1-azetidinyl)sulfonyl)-4-methyl-3-piperidinyl)carbonyl)-N-(4-(trifluoromethyl)benzyl)-D-prolinamide